C(#N)C1=CC=C(C=C1)[C@H](C)NC(=O)[C@H]1NC[C@@H](C1)O (2S,4R)-N-[(1S)-1-(4-cyanophenyl)ethyl]-4-hydroxy-pyrrolidine-2-carboxamide